P(OCC)(OCC)(S)=O O,O-diethyl S-hydrogen phosphorothioate